1-(2-Hydroxyethyl)-1H-indole OCCN1C=CC2=CC=CC=C12